NC1=NC(=NN1C)C1=C2C=CC(=NC2=CC=C1)C(=O)NS(=O)(=O)C1=C(C=CC(=C1)C(C)(C)C)OC 5-(5-amino-1-methyl-1H-1,2,4-triazol-3-yl)-N-((5-(tert-butyl)-2-methoxyphenyl)sulfonyl)quinoline-2-carboxamide